diisooctyldibutyltin bisphthalate C(C=1C(C(=O)O)=CC=CC1)(=O)O.C(C=1C(C(=O)O)=CC=CC1)(=O)O.C(CCCCC(C)C)[Sn](CCCC)(CCCC)CCCCCC(C)C